C(CCC)SC=1N=NN(N1)CCCC[Si](OCC)(OCC)OCC 5-butylsulfanyl-2-[4-(triethoxysilyl)butyl]-2H-tetrazole